ClC=1C=C(C=C(C1OC1=CNC(C(=C1)C(C)C)=O)F)N1N=C(C(NC1=O)=O)C#N 2-(3-Chloro-5-fluoro-4-((5-isopropyl-6-oxo-1,6-dihydropyridin-3-yl)oxy)phenyl)-3,5-dioxo-2,3,4,5-tetrahydro-1,2,4-triazine-6-carbonitrile